2-(((Tetrahydro-2H-pyran-4-yl)methyl)sulfanyl)-3,5,6,7-tetrahydro-4H-cyclopenta[d]pyrimidine O1CCC(CC1)CSC=1NCC2=C(N1)CCC2